ethyl 2'-{[(2S)-1,4-dioxan-2-yl] methyl}-8'-methyl-2',5'-dihydrospiro[cyclobutane-1,4'-furo[2,3-g]indazole]-7'-carboxylate O1[C@H](COCC1)CN1N=C2C3=C(CC4(C2=C1)CCC4)OC(=C3C)C(=O)OCC